tert-butyl (9-(5-((2-amino-3-chloropyridin-4-yl)thio)pyrazin-2-yl)-3,9-diazaspiro[5.5]undec-1-yl)carbamate NC1=NC=CC(=C1Cl)SC=1N=CC(=NC1)N1CCC2(CCNCC2NC(OC(C)(C)C)=O)CC1